COC1=CC(=O)C(=CC1=O)C2=COC3=C(C2=O)C=CC(=C3)O The molecule is a hydroxyisoflavone with a quinone structure in ring B. Isolated from Dalbergia parviflora, it exhibits antineoplastic and anti-inflammatory activities. It has a role as an antineoplastic agent, an anti-inflammatory agent and a metabolite. It is a methoxyisoflavone, a hydroxyisoflavone, an oxoisoflavone and a member of 1,4-benzoquinones.